C(#N)C1=C2C=C(N=C(C2=CC=C1)C(=O)N[C@@H]1CC[C@H](CC1)NCC(F)(F)F)N1C=NC=C1 5-cyano-3-(1H-imidazol-1-yl)-N-((trans)-4-((2,2,2-trifluoroethyl)amino)cyclohexyl)isoquinoline-1-carboxamide